8-norbornyloxymethyloxycarbonyl-tetracyclo[4.4.0.12,5.17,10]-3-dodecene C12(CCC(CC1)C2)OCOC(=O)C2C1C3C4C=CC(C3C(C2)C1)C4